(R)-2-(5-(6-(5-(4-tert-butyl-1H-imidazol-1-yl)-2-fluoro-4-methylbenzamido)pyridin-2-yl)-1H-tetrazol-1-yl)propyl acetate C(C)(=O)OC[C@@H](C)N1N=NN=C1C1=NC(=CC=C1)NC(C1=C(C=C(C(=C1)N1C=NC(=C1)C(C)(C)C)C)F)=O